(2-methyl-6-quinolyl)boranediol CC1=NC2=CC=C(C=C2C=C1)B(O)O